ClC1=C(C=C(C2=C3N(N=C12)CCN(C3)C(CO)=O)C3=NN(C=C3)C)Cl 1-[7,8-Dichloro-10-(1-methyl-1H-pyrazol-3-yl)-3,4-dihydropyrazino[1,2-b]indazol-2(1H)-yl]-2-hydroxyethan-1-on